BrC1=CC=C(C=C1)COC1=CC=C(C=C1)CBr 1-bromo-4-[[4-(bromomethyl)phenoxy]methyl]-benzene